3-hydroxy-N-[3-[[4-[[2-(6-methyl-2-pyridyl)pyrimidin-4-yl]amino]pyrimidin-2-yl]amino]phenyl]pyrrolidine-3-carboxamide OC1(CNCC1)C(=O)NC1=CC(=CC=C1)NC1=NC=CC(=N1)NC1=NC(=NC=C1)C1=NC(=CC=C1)C